(R)-(4-(4-(difluoromethyl)pyrazolo[1,5-a]pyridin-2-yl)-6,7-dihydro-1H-imidazo[4,5-c]pyridin-5(4H)-yl)(5-(1-(trifluoromethyl)-1H-pyrazol-4-yl)-1,3,4-oxadiazol-2-yl)methanone FC(C=1C=2N(C=CC1)N=C(C2)[C@@H]2N(CCC1=C2N=CN1)C(=O)C=1OC(=NN1)C=1C=NN(C1)C(F)(F)F)F